4-FLUORO-5-HYDROXYINDOLE-3-CARBOXALDEHYDE FC1=C2C(=CNC2=CC=C1O)C=O